C(N)(OCCCCCC)=O Hexyl carbamate